2-{2,6-difluoro-4-[(3S)-3-fluoropyrrolidine-1-sulfonyl]phenyl}-4-methyl-7-(1-methylpiperidin-4-yl)-1,8-naphthyridine hydrochloride Cl.FC1=C(C(=CC(=C1)S(=O)(=O)N1C[C@H](CC1)F)F)C1=NC2=NC(=CC=C2C(=C1)C)C1CCN(CC1)C